prop-2-enyl (3S)-3-[[(2S)-2-cyclohexyl-2-[9H-fluoren-9-ylmethoxycarbonyl(methyl)amino]acetyl]-methylamino]-4-oxo-4-piperidin-1-ylbutanoate C1(CCCCC1)[C@@H](C(=O)N([C@@H](CC(=O)OCC=C)C(N1CCCCC1)=O)C)N(C)C(=O)OCC1C2=CC=CC=C2C=2C=CC=CC12